CC1=CC=CC(=N1)C=1N=C2N(C1C1=CC(=NC=C1)C1=NC3=C(N1)CN(C3)CC(C)O)CCC2 1-(2-(4-(2-(6-Methylpyridin-2-yl)-6,7-dihydro-5H-pyrrolo[1,2-a]imidazol-3-yl)pyridin-2-yl)-4,6-dihydropyrrolo[3,4-d]imidazol-5(1H)-yl)propan-2-ol